C1=CC=CC=2C3=CC=CC=C3C(C12)COC(N[C@H](CNC(CNC(OC(C)(C)C)=O)=O)C(=O)OCC1=CC=CC=C1)=O (R)-benzyl 1-(9H-fluoren-9-yl)-13,13-dimethyl-3,8,11-trioxo-2,12-dioxa-4,7,10-triazatetradecane-5-carboxylate